(R)-4-(5-methyl-7H-pyrrolo[2,3-d]pyrimidin-4-yl)-N-(pyrrolidin-2-ylmethyl)-3,4-dihydro-2H-1,4-thiazine-6-carboxamide CC1=CNC=2N=CN=C(C21)N2CCSC(=C2)C(=O)NC[C@@H]2NCCC2